silver-scandium-oxide [O-2].[Sc+3].[Ag+].[O-2]